C(C)N1C(CNC=2C1=NC(=CN2)C=2C(=NC(=CC2)C2=NN=CN2)C)=O 1-ethyl-7-[2-methyl-6-(4H-1,2,4-triazol-3-yl)pyridin-3-yl]-3,4-dihydropyrazino[2,3-b]pyrazin-2(1H)-one